COC1=C(C=CC(=C1)N1CCC(CC1)N1CCN(CC1)C)NC=1N=C(C2=C(N1)C=CN2)NC=2C=CC=C1CCN(C21)S(=O)(=O)C N2-(2-methoxy-4-(4-(4-methylpiperazin-1-yl)piperidin-1-yl)phenyl)-N4-(1-(methylsulfonyl)indolin-7-yl)-5H-pyrrolo[3,2-d]pyrimidine-2,4-diamine